1,5-dibromo-2,4-dimethyl-benzene BrC1=C(C=C(C(=C1)Br)C)C